CC1(OB(OC1(C)C)C1=CC=CC2=C1SC=C2C)C 4,4,5,5-tetramethyl-2-(3-methylbenzo[b]thiophen-7-yl)-1,3,2-dioxaborolane